NC=1C(=NC(=CN1)SC1=CC=CC=C1)CO (3-(amino)-6-(phenylsulfanyl)pyrazin-2-yl)methanol